ClC1=C(CN[C@@H]2[C@@H](CN(CC2)C2=CC=C(C=N2)C=2C=C(NC2)C=2C=NN(C2)C)O)C(=CC=C1)F 4-(6-((3R,4S)-4-((2-chloro-6-fluorobenzyl)amino)-3-hydroxypiperidin-1-yl)pyridin-3-yl)-2-(1-methyl-1H-pyrazol-4-yl)-1H-pyrrole